(E)-3-(Dimethylamino)-1-((1R,2R)- and (1S,2S)-2-(1-methyl-1H-pyrazol-4-yl)cyclopropyl)prop-2-en-1-one CN(/C=C/C(=O)[C@H]1[C@@H](C1)C=1C=NN(C1)C)C |r|